(1-isopropyl-3-(trifluoromethyl)-1H-pyrazol-5-yl)boronic acid C(C)(C)N1N=C(C=C1B(O)O)C(F)(F)F